CS(=O)(=O)CCN1CCN(CC1)CCC(=O)N 3-[4-(2-methylsulfonylethyl)piperazin-1-yl]propanamide